3-(1-methylpyrrolidin-2-yl)propynyl-amide CN1C(CCC1)CC#C[NH-]